O=C1C(=CC=2C(=NC=CN2)N1)C1CN(C1)C(=O)OC(C)(C)C tert-butyl 3-(6-oxo-5,6-dihydropyrido[2,3-b]pyrazin-7-yl)azetidine-1-carboxylate